CC(CC(=O)[O-])CCC(=O)[O-] 3-methyladipate